C1(CCC2CC=CC=C12)[Ti]C1CCC2CC=CC=C12 bistetrahydroindenyltitanium